BrCCOC1=CC(=C(C=C1)NS(=O)(=O)C)C(F)(F)F N-[4-(2-bromoethoxy)-2-(trifluoromethyl)phenyl]methanesulfonamide